1-((3s,4r)-4-(3,5-difluorophenyl)-1-(2-methoxyethyl)pyrrolidin-3-yl)-3-(4-methyl-1-phenyl-3-(2-(piperazin-1-yl)ethoxy)-1H-pyrazol-5-yl)urea hydrochloride Cl.FC=1C=C(C=C(C1)F)[C@H]1[C@@H](CN(C1)CCOC)NC(=O)NC1=C(C(=NN1C1=CC=CC=C1)OCCN1CCNCC1)C